N-(4-(1-amino-8-(4-hydroxyphenyl)-6-methylpyrrolo[1,2-a]pyrazin-7-yl)phenyl)acrylamide NC=1C=2N(C=CN1)C(=C(C2C2=CC=C(C=C2)O)C2=CC=C(C=C2)NC(C=C)=O)C